4-Chloro-2-chloromethyl-1-butene ClCCC(=C)CCl